ClC1=NN(C=N1)C1=C(C=C(N)C=C1)F 4-(3-chloro-1,2,4-triazol-1-yl)-3-fluoro-aniline